C(CCCCCCCCCCCCCCCCCCC)C(CCCCCCCCCCCCCCCCCCCCC)O Eicosyl-docosanol